C(C1=CC=CC=C1)O[C@@H]1[C@H]([C@H](OC2=CC=C(C=C2)OC)O[C@@H]([C@H]1O)COCC1=CC=CC=C1)N1C(C2=CC=CC=C2C1[O-])[O-] 4-methoxyphenyl 3,6-di-O-benzyl-2-deoxy-2-(1,3-dioxido-1,3-dihydro-2H-isoindol-2-yl)-β-D-glucopyranoside